Cl.O[C@H]1C[C@H](NC1)C(C)NC(=O)C1=CN(CCS1)C1=C2C(=NC=C1)NC=C2 N-(1-((2S,4S)-4-hydroxypyrrolidin-2-yl)ethyl)-4-(1H-pyrrolo[2,3-b]pyridin-4-yl)-3,4-dihydro-2H-1,4-thiazine-6-carboxamide hydrochloride